OC(CCCCCCCC(=O)O)CCC(C(C\C=C/CC)O)O (15Z)-9,12,13-trihydroxy-15-octadecenoic acid